3-(7-Methoxy-6-((6-methyl-6,7-dihydro-5H-pyrrolo[3,4-b]pyridin-2-yl)methoxy)-[1,2,4]triazolo[4,3-b]pyridazin-3-yl)-5-methylisoxazole COC1=CC=2N(N=C1OCC1=CC=C3C(=N1)CN(C3)C)C(=NN2)C2=NOC(=C2)C